C1=CC(=C(C(=C1)Cl)NC(=O)CCl)Cl 2-chloro-N-(2,6-dichlorophenyl)acetamide